C(CCC)OP(OCCCC)(=O)CCCCCCCCCCCCCCCCCC Dibutyloctadecylphosphonat